2-(5-bromo-2-(isobutyryloxy)benzylidene-amino)-3-methylbutanoic acid BrC=1C=CC(=C(C=NC(C(=O)O)C(C)C)C1)OC(C(C)C)=O